L-1,2-dimethyl-3-propylimidazole iodine [I].CN1C(N(C=C1)CCC)C